N-((2-chlorothiazol-5-yl)methyl)-4-(5-(3,5-dichloro-4-fluorophenyl)-5-(trifluoromethyl)-4,5-dihydroisoxazol-3-yl)-2-methyl-N-ethylbenzamide ClC=1SC(=CN1)CN(C(C1=C(C=C(C=C1)C1=NOC(C1)(C(F)(F)F)C1=CC(=C(C(=C1)Cl)F)Cl)C)=O)CC